CC1=CC=C(C=C1)OC(=O)C1C(NCC1)=O 4-methylphenyl-2-oxo-pyrrolidine-3-carboxylate